4-nitrophenyl (1-(2-chloro-3-fluorophenyl)ethyl)carbamate ClC1=C(C=CC=C1F)C(C)NC(OC1=CC=C(C=C1)[N+](=O)[O-])=O